The molecule is an aminotetrasaccharide consisting of 2-acetamido-beta-D-glucopyranose, beta-D-galactopyranose, 2-acetamido-beta-D-glucopyranose and 2-acetamido-D-galactopyranose residues joined in sequence by (1->3) glycosidic linkages. It is an amino tetrasaccharide and a member of acetamides. CC(=O)N[C@@H]1[C@H]([C@@H]([C@H](O[C@H]1O[C@H]2[C@H]([C@H](O[C@H]([C@@H]2O)O[C@@H]3[C@H]([C@@H](O[C@@H]([C@H]3O)CO)O[C@H]4[C@H]([C@H](OC([C@@H]4NC(=O)C)O)CO)O)NC(=O)C)CO)O)CO)O)O